C(\C=C/C(=O)O)(=O)O.C(C=C)N1CCN(CC1)C=1C(=NC2=CC=CC=C2N1)C#N 3-(4-Allyl-piperazin-1-yl)-2-quinoxalinecarbonitrile maleate